2-(3,3-dimethylbutyl)-2H-1,2,3-triazole-4-carboxylic acid CC(CCN1N=CC(=N1)C(=O)O)(C)C